N-(4-Phenylpyrrolidin-3-yl)isoquinoline-5-sulfonamide C1(=CC=CC=C1)C1C(CNC1)NS(=O)(=O)C=1C=2C=CN=CC2C=CC1